3-methyl-3-pentene-1-yne CC(C#C)=CC